C(C)(=O)OC1=C(C=C(C(=C1)Cl)Cl)Cl 2,4,5-trichlorophenol acetate